2-hydroxymethyl-acrylic acid methyl ester COC(C(=C)CO)=O